C(C)(C)(C)OC(=O)N1C2(CC2)[C@H]([C@@H](C1)C1=CC=CC=C1)C#N |r| Rac-(6R,7S)-7-cyano-6-phenyl-4-azaspiro[2.4]heptane-4-carboxylic acid tert-butyl ester